tert-butyl (4R)-2-[4-[2,4-difluoro-6-(2-methoxyethoxy)phenyl]-3-fluoro-7-methoxy-thieno[2,3-c]pyridin-5-yl]-4-methyl-6,7-dihydro-4H-pyrazolo[1,5-a]pyrazine-5-carboxylate FC1=C(C(=CC(=C1)F)OCCOC)C1=C2C(=C(N=C1C1=NN3C([C@H](N(CC3)C(=O)OC(C)(C)C)C)=C1)OC)SC=C2F